FC1=CC=C(COCC23CCC(CC2)(N3)[C@H](O)C3=CC(=CC=C3)F)C=C1 (R)-(4-(((4-Fluorobenzyl)oxy)methyl)-7-azabicyclo[2.2.1]heptan-1-yl)(3-fluorophenyl)-methanol